C(C1=CC=CC=C1)C1=CC=C(C=C1)NC(OCC1=CC=C(C=C1)Cl)=O 4-chlorobenzyl (4-benzylphenyl)carbamate